2-methyl-α-[2-[[[(4-methylphenyl)sulfonyl]oxy]imino]-3(2H)-thienylidene]-benzeneacetonitrile CC1=C(C=CC=C1)C(C#N)=C1C(SC=C1)=NOS(=O)(=O)C1=CC=C(C=C1)C